FC=1C(=C(C=CC1F)[C@H]1[C@@H](O[C@@]2(CC[C@]12C)C(F)(F)F)C(=O)NC=1C=NC(=CC1)C1OC(OC1)(C)C)OC |o1:8,9,11,14| rel-(1R,3R,4S,5R)-4-(3,4-difluoro-2-methoxyphenyl)-N-(6-(2,2-dimethyl-1,3-Dioxolane-4-yl)pyridin-3-yl)-5-methyl-1-trifluoromethyl-2-oxabicyclo[3.2.0]heptane-3-carboxamide